methyl 4-(bromomethyl)-3-fluoro-5-(4,4,5,5-tetramethyl-1,3,2-dioxaborolan-2-yl)benzoate BrCC1=C(C=C(C(=O)OC)C=C1B1OC(C(O1)(C)C)(C)C)F